FC=1C=CC=C2C(NN=C(C12)C1=CC2=C(NC(=N2)NC(OCCF)=O)C=C1)=O 2-Fluoroethyl (5-(8-fluoro-4-oxo-3,4-dihydrophthalazin-1-yl)-1H-benzimidazol-2-yl)carbamate